6-(4-aminophenyl)-1-(4-methoxyphenyl)-7-oxo-4,5,6,7-tetrahydro-1H-pyrazolo[3,4-c]pyridine-3-carboxylic acid ethyl ester C(C)OC(=O)C1=NN(C=2C(N(CCC21)C2=CC=C(C=C2)N)=O)C2=CC=C(C=C2)OC